C1CCC2=CC(=CC=C12)OC(=O)N1CCN(CC1)C(C1=CC2=C(OCOC2)C=C1)C1=CC2=C(OCOC2)C=C1.C(C)C1N(CCNC1)C(=O)NC(C)C ethyl-N-isopropylpiperazine-1-carboxamide 2,3-dihydro-1H-inden-5-yl-4-(bis(4H-benzo[d][1,3]dioxin-6-yl)methyl)piperazine-1-carboxylate